hexyl-anisol C(CCCCC)C1=C(C=CC=C1)OC